C(C)OC(/C(=N/N1C(CCC1=O)C1=C(C=CC=C1)F)/N)=O (2Z)-2-amino-2-[2-(2-fluorophenyl)-5-oxo-pyrrolidin-1-yl]Imino-acetic acid ethyl ester